3beta,4beta-dihydroxycholest-7(8)-en-23-one O[C@@H]1[C@@H](C2CC=C3[C@@H]4CC[C@H]([C@@H](CC(CC(C)C)=O)C)[C@]4(CC[C@@H]3[C@]2(CC1)C)C)O